[I-].O1C(=NC2=C1C=CC=C2)C=2C=C1C(N(C(S1)=CC1=CC=[N+](C3=CC=CC=C13)C)C)CC2 4-[6-(Benzoxazol-2-yl)-dihydro-3-methyl-2(3H)-benzothiazolylidenemethyl]-1-methylquinolinium iodide